O1-ethyl O2-methyl 4-[1-[3-[(1-tert-butoxy carbonyl-4-piperidyl)oxy]cyclobutyl]-4-piperidyl]-3-methyl-benzene-1,2-dicarboxylate C(C)(C)(C)OC(=O)N1CCC(CC1)OC1CC(C1)N1CCC(CC1)C=1C(=C(C(=CC1)C(=O)OCC)C(=O)OC)C